OCCS(=O)(=O)NC1=NC(=C(C(=O)NC2=NC(=NC(=C2)C)N2C[C@H](OCC2)C)C=C1)N1CCC2(CC2)CC1 (R)-6-((2-Hydroxyethyl)sulfonamido)-N-(6-methyl-2-(2-methylmorpholino)pyrimidin-4-yl)-2-(6-azaspiro[2.5]octan-6-yl)nicotinamid